3-(piperidin-4-yl)indol-2-one N1CCC(CC1)C=1C(N=C2C=CC=CC12)=O